Cl.Cl.Cl.C(C)N1CCC(=CC1)C1=CC=C(N=N1)C1=C(C=C(C=C1)C=1C=NNC1)O 2-[6-(1-Ethyl-1,2,3,6-tetrahydropyridin-4-yl)pyridazin-3-yl]-5-(1H-pyrazol-4-yl)phenol tri-hydrochloride